(R/S)-N-(4-((2-(difluoromethyl)-4,5-dimethyl-4,5-dihydro-2H-[1,2,3]triazolo[4,5-c][1,7]naphthyridin-6-yl)amino)-5-(propanoyl-3,3,3-d3)pyridin-2-yl)cyclopropanecarboxamide FC(N1N=C2C([C@H](N(C=3C(=NC=CC23)NC2=CC(=NC=C2C(CC([2H])([2H])[2H])=O)NC(=O)C2CC2)C)C)=N1)F |r|